triisopropoxypropyl methacrylate C(C(=C)C)(=O)OCCC(OC(C)C)(OC(C)C)OC(C)C